S(=O)(=O)([O-])O.C(CCCCCCC\C=C/CCCCCCCC)(=O)O.[Na+] sodium oleate, sulfate salt